(R)-(4,4',6,6'-tetramethoxy-[1,1'-biphenyl]) COC1=CC=C(C(=C1)OC)C1=CC=C(C=C1OC)OC